3-chloro-1-isopropyl-4-methyl-1H-pyrazole-5-amine ClC1=NN(C(=C1C)N)C(C)C